O[Sn] hydroxyl-tin